The molecule is an acyl-CoA(4-) obtained by deprotonation of the phosphate and diphosphate groups of oscr#3-CoA; major species at pH 7.3. It is a conjugate base of an oscr#3-CoA. C[C@H]1[C@@H](C[C@H]([C@@H](O1)OCCCCCC/C=C/C(=O)SCCNC(=O)CCNC(=O)[C@@H](C(C)(C)COP(=O)([O-])OP(=O)([O-])OC[C@@H]2[C@H]([C@H]([C@@H](O2)N3C=NC4=C(N=CN=C43)N)O)OP(=O)([O-])[O-])O)O)O